Methyl (R)-6-(bromomethyl)-4-(2-chloro-4-fluorophenyl)-2-(thiazol-2-yl)-1,4-dihydropyrimidine-5-carboxylate BrCC1=C([C@@H](N=C(N1)C=1SC=CN1)C1=C(C=C(C=C1)F)Cl)C(=O)OC